1-(4-(4-acetylpiperazin-1-yl)pyridin-2-yl)-N-(3-chloro-5-(methylsulfonyl)phenyl)-1H-pyrazole-4-carboxamide C(C)(=O)N1CCN(CC1)C1=CC(=NC=C1)N1N=CC(=C1)C(=O)NC1=CC(=CC(=C1)S(=O)(=O)C)Cl